P(=O)(OC1=C2C(=CNC2=CC=C1)CC[N+](C)(C)CC1=CC=CC=C1)([O-])[O-] [3-[2-[Benzyl(dimethyl)azaniumyl]ethyl]-1H-indol-4-yl] phosphate